3-(((2-methyl-6-(methyl(p-tolyl)amino)-1,2,3,4-tetra-hydroisoquinolin-1-yl)methyl)-amino)isonicotinic acid CN1C(C2=CC=C(C=C2CC1)N(C1=CC=C(C=C1)C)C)CNC1=C(C(=O)O)C=CN=C1